NC1=CC=CC(=N1)S(=O)(=O)NC(=O)C=1C(=NC=C(C1)C1=NN(C=C1)CC(C)C)N1C(CC(C1)C)(C)C N-[(6-Amino-2-pyridyl)sulfonyl]-5-(1-isobutylpyrazol-3-yl)-2-(2,2,4-trimethylpyrrolidin-1-yl)pyridin-3-carboxamid